7-chloro-4,4-difluoro-5-methyl-2,3,4,5-tetrahydro-1H-1-benzazepin-5-ol ClC=1C=CC2=C(C(C(CCN2)(F)F)(O)C)C1